FC1(OC2=C(O1)C=CC(=C2)[C@H](C)OC=2C=C(C=CC2F)N2N=C(C=1CCC[C@H](C21)OC21CC(C2)(C1)CC(=O)O)C(F)(F)F)F 2-[3-[[(7R)-1-[3-[(1S)-1-(2,2-difluoro-1,3-benzodioxol-5-yl)ethoxy]-4-fluoro-phenyl]-3-(trifluoromethyl)-4,5,6,7-tetrahydroindazol-7-yl]oxy]-1-bicyclo[1.1.1]pentanyl]acetic acid